Isopropyl 2-(((((2R,3S,4R,5R)-5-(4-aminopyrrolo[2,1-f][1,2,4]triazin-7-yl)-5-cyano-3,4-dihydroxytetrahydrofuran-2-yl)methoxy)(phenoxy)phosphoryl)amino)-2-methylpropaneate NC1=NC=NN2C1=CC=C2[C@]2([C@@H]([C@@H]([C@H](O2)COP(=O)(OC2=CC=CC=C2)NC(C(=O)OC(C)C)(C)C)O)O)C#N